((2S,3R,6R)-2,6-Dimethyl-3-(((5-(trifluoromethyl)pyrazin-2-yl)amino)methyl)morpholino)(4-(5-fluoropyrimidin-2-yl)-1,5-dimethyl-1H-pyrazol-3-yl)methanone C[C@@H]1O[C@@H](CN([C@@H]1CNC1=NC=C(N=C1)C(F)(F)F)C(=O)C1=NN(C(=C1C1=NC=C(C=N1)F)C)C)C